CC(C(=O)O)=CCC METHYLPENTENOIC ACID